[4-[2-[rac-(2R,3S)-3-aminotetrahydrofuran-2-yl]-3H-imidazo[4,5-b]pyridin-7-yl]-1-piperidyl]-[4-(trifluoromethoxy)phenyl]methanone N[C@@H]1[C@@H](OCC1)C1=NC=2C(=NC=CC2C2CCN(CC2)C(=O)C2=CC=C(C=C2)OC(F)(F)F)N1 |r|